N1=C(OC(C2=C1C=CC=C2)=O)C2=CC=C(N)C=C2 4-(3,1-benzoxazin-4-on-2-yl)aniline